4-[[5-(4-chloro-2-methyl-phenoxy)-4-methyl-3-pyridinyl]methyl]-3-fluoro-pyridin-2-amine ClC1=CC(=C(OC=2C(=C(C=NC2)CC2=C(C(=NC=C2)N)F)C)C=C1)C